N-(3-(6-chloro-1H-imidazo[4,5-c]pyridin-2-yl)phenyl)-5-(pyridin-2-yl)pyrazin-2-amine ClC1=CC2=C(C=N1)N=C(N2)C=2C=C(C=CC2)NC2=NC=C(N=C2)C2=NC=CC=C2